N'-(4-chlorophenyl)-4-(2,4-dioxopyrrolidin-3-ylidene)-4-((p-tolyl)amino)butyrylhydrazine ClC1=CC=C(C=C1)NNC(CCC(NC1=CC=C(C=C1)C)=C1C(NCC1=O)=O)=O